C1(CC1)C1=CN=C2C(=N1)N(N=C2N)CCOC 6-cyclopropyl-1-(2-methoxyethyl)-1H-pyrazolo[3,4-b]pyrazin-3-amine